2-(4-benzylthio-2-methyl-phenylamino)-6-(difluoromethyl)-8-isopropyl-pyrido[2,3-d]Pyrimidin-7-one C(C1=CC=CC=C1)SC1=CC(=C(C=C1)NC=1N=CC2=C(N1)N(C(C(=C2)C(F)F)=O)C(C)C)C